N[C@@H]1C[C@H](N(C1)C1=CC=C(C=C1)N1C=NC(=C1)NC=1N=CC(=NC1)C#N)C 5-((1-(4-((2R,4R)-4-Amino-2-methylpyrrolidin-1-yl)phenyl)-1H-imidazol-4-yl)amino)pyrazine-2-carbonitrile